naphthalen-1-ylmethyl (3R,6S)-3,6-diisobutyl-8-(1-methylpiperidin-4-yl)-4,7-dioxohexahydropyrazino[2,1-c][1,2,4]oxadiazine-1(6H)-carboxylate C(C(C)C)[C@@H]1C(N2C(N(O1)C(=O)OCC1=CC=CC3=CC=CC=C13)CN(C([C@@H]2CC(C)C)=O)C2CCN(CC2)C)=O